O1C(=CC=C1)C=1C(C2=CC(=C(C(=C2C1)C1=CC=CC=C1)C)C)[Zr] [2-(2-furyl)-4-phenyl-5,6-dimethyl-1-indenyl]zirconium